FC(C(=O)O)(F)F.S(N)(=O)(=O)NCCC1CNC1 3-(2-sulfamoylaminoethyl)azetidine trifluoroacetate